O1C(=CC=C1)CNC1=NS(C2=C(N1)C(=CC=C2)C2=C(C=CC=C2)C)(=O)=O ((furan-2-ylmethyl)amino)-5-(o-tolyl)-4H-benzo[e][1,2,4]thiadiazine 1,1-dioxide